acryloyloxyamyl-trihydroxysilane C(C=C)(=O)OCCCCC[Si](O)(O)O